Pyridine-2-carboxylic acid (3-methanesulfonylamino-adamantan-1-yl)-amide CS(=O)(=O)NC12CC3(CC(CC(C1)C3)C2)NC(=O)C2=NC=CC=C2